ClC=1N=CC2=C(C=CC(=C2C1)C(C)C)OCC1(CN(C1)C(C)=O)C 1-(3-(((3-chloro-5-isopropylisoquinolin-8-yl)oxy)methyl)-3-methylazetidin-1-yl)ethan-1-one